(3S,8S,9S,10R,13R,14S,17R)-10,13-dimethyl-17-((R)-6-methylheptan-2-yl)-2,3,4,7,8,9,10,11,12,13,14,15,16,17-tetradecahydro-1H-cyclopenta[a]phenanthren-3-yl (2-aminoethyl)carbamate NCCNC(O[C@H]1CC[C@@]2([C@H]3CC[C@@]4([C@H](CC[C@H]4[C@@H]3CC=C2C1)[C@H](C)CCCC(C)C)C)C)=O